NC(C(=O)O)CC1=C(C(=CC(=C1)[N+](=O)[O-])Cl)C 2-amino-3-(3-chloro-2-methyl-5-nitrophenyl)propanoic acid